trans-N1-[4-[pyrazolo[1,5-a]pyrimidin-5-yl]pyrimidin-2-yl]-N4-(tetrahydro-2H-pyran-4-yl)cyclohexane-1,4-diamine N1=CC=C2N1C=CC(=N2)C2=NC(=NC=C2)N[C@@H]2CC[C@H](CC2)NC2CCOCC2